1-(p-methoxyphenyl)ethan-1-one COC1=CC=C(C=C1)C(C)=O